tert-butyl (2S,4R)-2-(((4-(4-acryloyl-3-(cyanomethyl)piperazin-1-yl)-7-(naphthalen-1-yl)-5,6,7,8-tetrahydropyrido[3,4-d]pyrimidin-2-yl)oxy)methyl)-4-methoxypyrrolidine-1-carboxylate C(C=C)(=O)N1C(CN(CC1)C=1C2=C(N=C(N1)OC[C@H]1N(C[C@@H](C1)OC)C(=O)OC(C)(C)C)CN(CC2)C2=CC=CC1=CC=CC=C21)CC#N